3-(2-ethoxy-2-oxoethyl)-5-(4-(hydroxymethyl)phenyl)piperidine-1-carboxylic acid tert-butyl ester C(C)(C)(C)OC(=O)N1CC(CC(C1)C1=CC=C(C=C1)CO)CC(=O)OCC